FC1=C(C=CC(=C1)O)S(=O)(=O)Cl 2-Fluoro-4-hydroxybenzenesulfonyl chloride